4-Hydroxy-1-methyl-2-oxo-7-(trifluoromethyl)-1,2-dihydroquinoline-3-carbonitrile OC1=C(C(N(C2=CC(=CC=C12)C(F)(F)F)C)=O)C#N